diethoxysilicon C(C)O[Si]OCC